(2S,4R)-N-[(2R)-2-amino-3-[[4-[[3-(2,3-difluoro-4-methoxy-phenyl)imidazo[1,2-a]pyrazin-8-yl]amino]-2-methyl-benzoyl]amino]propyl]-4-hydroxy-pyrrolidine-2-carboxamide N[C@@H](CNC(=O)[C@H]1NC[C@@H](C1)O)CNC(C1=C(C=C(C=C1)NC=1C=2N(C=CN1)C(=CN2)C2=C(C(=C(C=C2)OC)F)F)C)=O